O1C(C=CC2=CC3=C(C=C12)C=CC=C3)=O 2H-benzo[g]chromen-2-one